ClC1=CC=C2C(=NC=NC2=C1OC)N1CCC(CC1)CCP(O)(O)=O (2-(1-(7-chloro-8-methoxyquinazolin-4-yl)piperidin-4-yl)ethyl)phosphonic Acid